[Na+].C(C=C)OC(C(C)O)S(=O)(=O)[O-] allyloxy-2-hydroxy-1-propanesulfonic acid sodium salt